1-(4-(2-bromoacetyl)-3-fluoropyridin-2-yl)pyrrolidin-2-one BrCC(=O)C1=C(C(=NC=C1)N1C(CCC1)=O)F